2-((5-Methyl-3-(6-methylpyridin-3-yl)isoxazol-4-yl)methyl)-5-(2,6-diazaspiro[3.3]heptan-2-yl)pyridazin-3(2H)-one CC1=C(C(=NO1)C=1C=NC(=CC1)C)CN1N=CC(=CC1=O)N1CC2(C1)CNC2